CN1N=CC(=C1C1=CC=2N(C=C1)N=C(C2)NC2=NC(=CN=C2)C)OC[C@@H]2N(CC2)C 5-[2-methyl-4-[[(2R)-1-methylazetidin-2-yl]methoxy]pyrazol-3-yl]-N-(6-methylpyrazin-2-yl)pyrazolo[1,5-a]pyridin-2-amine